5-[5-[4-[1-[5-bromo-3-(trifluoromethyl)-2-pyridyl]azetidin-3-yl]oxy-1-piperidyl]pentoxy]-2-(2,6-dioxo-3-piperidyl)isoindoline-1,3-dione BrC=1C=C(C(=NC1)N1CC(C1)OC1CCN(CC1)CCCCCOC=1C=C2C(N(C(C2=CC1)=O)C1C(NC(CC1)=O)=O)=O)C(F)(F)F